FC(CC[C@@H](CO)NC(OCC1=CC=CC=C1)=O)(C)F Benzyl (S)-(5,5-difluoro-1-hydroxyhexan-2-yl)carbamate